C1(=CC=CC=C1)CC(=O)NN Phenylacetohydrazide